Cl.Cl.CN1CC2CCC(C1)N2[C@H]2[C@H](NCC2)C2=C(C(=CC=C2)C)Cl 3-methyl-8-[(2R,3R)-2-(2-chloro-3-methyl-phenyl)pyrrolidin-3-yl]-3,8-diazabicyclo[3.2.1]octane dihydrochloride